(3S)-N-((1R,2R,4S)-7-cyano-7-azabicyclo[2.2.1]heptan-2-yl)-1-(3,5-dichloro-4-methoxyphenyl)-3-pyrrolidinecarboxamide C(#N)N1[C@H]2[C@@H](C[C@@H]1CC2)NC(=O)[C@@H]2CN(CC2)C2=CC(=C(C(=C2)Cl)OC)Cl